1-chlorohexyl carbonochloridate C(OC(CCCCC)Cl)(=O)Cl